CN1N=CC=C1NC=1C=NC=2CCN=CC2C1 3-((1-methyl-1H-pyrazol-5-yl)amino)-7,8-dihydro-1,6-naphthyridin